tert-butyl 2-methyl (2S,3S,4S)-4-hydroxy-3-(prop-2-en-1-yl)pyrrolidine-1,2-dicarboxylate O[C@H]1[C@H]([C@H](N(C1)C(=O)OC(C)(C)C)C(=O)OC)CC=C